3-(3-methylpiperazin-1-yl)-5-cyclopropyl-5H-indolo[3,2-c]quinoline CC1CN(CCN1)C1=CC=C2C=3C(=CN(C2=C1)C1CC1)C1=CC=CC=C1N3